C1=CC=CC=2C3=CC=CC=C3N(C12)C1=CC=C(C=C1)N(C1=CC=C(C=C1)N1C2=CC=CC=C2C=2C=CC=CC12)C1=CC=C(C=C1)N1C2=CC=CC=C2C=2C=CC=CC12 4-(9H-carbazol-9-yl)-N,N-bis[4-(9H-carbazol-9-yl)phenyl]benzeneamine